C1=C(C=CC2=CC=CC=C12)C=1NC(C=2N(C1)N=C(C2)C(=O)N[C@H](C)C2=CC=C(C=C2)C(F)(F)F)=O 6-(Naphthalen-2-yl)-4-oxo-N-{(1R)-1-[4-(trifluoromethyl)phenyl]ethyl}-4,5-dihydropyrazolo[1,5-a]-pyrazine-2-carboxamide